6-bromo-7-fluoro-2-(3-(2-(4-methoxyphenyl)-1,3-dioxolan-4-yl)propyl)isoquinolin-1(2H)-one BrC=1C=C2C=CN(C(C2=CC1F)=O)CCCC1OC(OC1)C1=CC=C(C=C1)OC